N-(2-(4-(4-fluorobenzyl)piperidin-1-yl)ethyl)-N-phenylacetamide FC1=CC=C(CC2CCN(CC2)CCN(C(C)=O)C2=CC=CC=C2)C=C1